3,5-difluoroisonicotinaldehyde FC1=C(C=O)C(=CN=C1)F